ClC=1C(=C(C=CC1)C=1C(=CC2=CC=CC=C2C1)O)F 3-(3-chloro-2-fluorophenyl)-2-naphthol